[Si](C)(C)(C(C)(C)C)OCCCOC=1C=CC=C(C(=O)N)C1 5-(3-((tert-butyldimethylsilyl)oxy)propoxy)benzamide